N1=C(C=CC=C1)CN(C(C(N)=O)=O)CC1=NC=CC=C1 N',N'-bis(2-pyridylmethyl)oxamide